Perfluorooctan-1-ol FC(C(C(C(C(C(C(C(F)(F)F)(F)F)(F)F)(F)F)(F)F)(F)F)(F)F)(O)F